(6R,9S)-3-fluoro-10-(4-methoxyphenyl)-6,7,8,9-tetrahydro-5H-6,9-epiminocyclohepta[c]pyridine FC1=CC2=C(C=N1)[C@@H]1CC[C@H](C2)N1C1=CC=C(C=C1)OC